CC1(C(CCCC1)CCCO)C 2,2-dimethyl-cyclohexanepropanol